aluminum triphenoxide [O-]C1=CC=CC=C1.[O-]C1=CC=CC=C1.[O-]C1=CC=CC=C1.[Al+3]